acetamido(10H-phenothiazine) C(C)(=O)NC1=CC=CC=2SC3=CC=CC=C3NC12